tert-butyl N-[(3S,4S)-8-(6-amino-3-cyano-pyrazin-2-yl)-3-methyl-2-oxa-8-Azaspiro[4.5]decan-4-yl]carbamate NC1=CN=C(C(=N1)N1CCC2([C@@H]([C@@H](OC2)C)NC(OC(C)(C)C)=O)CC1)C#N